C12(CC(C1)C2)NS(=O)(=O)C2=CC=1\C(\C3=CC(=CC=C3C1C=C2)S(=O)(=O)NC2C1CCC(C2)C1)=N/O (Z)-N2-(bicyclo[1.1.1]pentan-1-yl)-N7-(bicyclo[2.2.1]heptan-2-yl)-9-(hydroxyimino)-9H-fluorene-2,7-disulfonamide